C(CCCCCCCCCCCCCCC)(=O)OC1CC(NC(C1)(C)C)(C)C 2,2,6,6-Tetramethyl-4-piperidinyl hexadecanoate